6-(trimethylsilyl)hexanol C[Si](CCCCCCO)(C)C